di-tert-butyl 1,4,7,10-tetraazacyclododecane-1,4-dicarboxylate N1(CCN(CCNCCNCC1)C(=O)OC(C)(C)C)C(=O)OC(C)(C)C